carboxy-7-((4'-fluoro-[1,1'-biphenyl]-2-yl)oxy)-1,2,3,4-tetrahydronaphthalene-2-aminium chloride [Cl-].C(=O)(O)C1C(CCC2=CC=C(C=C12)OC1=C(C=CC=C1)C1=CC=C(C=C1)F)[NH3+]